(S)-methyl 2-((4-(6-((4-cyano-2-fluorobenzyl)oxy)pyridin-2-yl)-2,3-dihydrobenzofuran-7-yl)methyl)-1-(oxetan-2-ylmethyl)-1H-benzo[d]imidazole-6-carboxylate C(#N)C1=CC(=C(COC2=CC=CC(=N2)C2=CC=C(C3=C2CCO3)CC3=NC2=C(N3C[C@H]3OCC3)C=C(C=C2)C(=O)OC)C=C1)F